Cl.N[C@](C(=O)N1CCN(CC1)C(=O)NC1=NC(N(C=C1)C1=CC=C(C=C1)CCN1CCC(CC1)(C)N)=O)(CO)C (S)-4-(2-Amino-3-hydroxy-2-methylpropanoyl)-N-(1-(4-(2-(4-amino-4-methylpiperidin-1-yl)ethyl)phenyl)-2-oxo-1,2-dihydropyrimidin-4-yl)piperazine-1-carboxamide hydrochloride salt